C(C)(C)OC(=O)C1N(NC(C1)=O)C1=NC=CC=C1Cl.OC1=CC=C(C=C1)/C=C/C(=O)NC1=CC(=CC=C1)SC (E)-3-(4-hydroxyphenyl)-N-(3-(methylthio)phenyl)acrylamide Isopropyl-2-(3-chloropyridin-2-yl)-5-oxo-pyrazolidine-3-carboxylate